(S)-3-amino-2-(3-hydroxy-2,6-dimethylphenyl)-1-oxo-1,2,6,7,8,9-hexahydrobenzo[4,5]thieno[3,2-c]pyridine-4-carboxamide NC1=C(C2=C(C(N1C1=C(C(=CC=C1C)O)C)=O)C1=C(S2)CCCC1)C(=O)N